3-methoxypropyl vinyl ether C(=C)OCCCOC